1-propyl-3-ethylimidazolium C(CC)N1C=[N+](C=C1)CC